7-amino-2-(4-phenoxyphenyl)-9,10-dihydro-4H-benzo[d]pyrazolo[1,5-a][1,3]diazepine-3-carboxamide NC1=CC2=C(NC=3N(CC2)N=C(C3C(=O)N)C3=CC=C(C=C3)OC3=CC=CC=C3)C=C1